4-((4-(3-(2,4-Dioxotetrahydropyrimidin-1(2H)-yl)-1-methyl-1H-indazol-6-yl)piperidin-1-yl)methyl)piperidine-1-carboxylic acid tert-butyl ester C(C)(C)(C)OC(=O)N1CCC(CC1)CN1CCC(CC1)C1=CC=C2C(=NN(C2=C1)C)N1C(NC(CC1)=O)=O